CC1=CC=2C(=NC=C(C2)S(=O)(=O)C)N1 2-Methyl-5-(methylsulfonyl)-1H-pyrrolo[2,3-b]pyridin